tris(γ-glycidoxypropyl)methoxysilane C(C1CO1)OCCC[Si](OC)(CCCOCC1CO1)CCCOCC1CO1